C(C)(=O)SC=1C(COC=CC1)=O S-(3-oxo-oxepin-4-yl) thioacetate